ClC1=C(C(=C(C=C1OC)OC)Cl)NC(NC)=O 3-(2,6-dichloro-3,5-dimethoxyphenyl)-1-methylurea